3-(4-acetamidophenyl)-N-(4-cyanophenyl)-N-methyl-pyrazolo[1,5-a]pyridine-5-carboxamide C(C)(=O)NC1=CC=C(C=C1)C=1C=NN2C1C=C(C=C2)C(=O)N(C)C2=CC=C(C=C2)C#N